tetra[2,3-dimethyl-(1-aziridinyl)]propionate CC1N(C1C)C(C(C(=O)[O-])(N1C(C1C)C)N1C(C1C)C)N1C(C1C)C